6-(5-(4-fluorophenyl)-2-(((2-fluorophenyl)amino)methyl)-1H-imidazol-4-yl)imidazo[1,2-b]pyridazine-3-carboxamide FC1=CC=C(C=C1)C1=C(N=C(N1)CNC1=C(C=CC=C1)F)C=1C=CC=2N(N1)C(=CN2)C(=O)N